NC1=C(C=C(C=N1)C=1C=C2N(N1)CCC21CN(C1)C(CNC(OC(C)(C)C)=O)=O)C(F)(F)F tert-butyl (2-{2'-[6-amino-5-(trifluoromethyl)pyridin-3-yl]-5',6'-dihydrospiro[azetidine-3,4'-pyrrolo[1,2-b]pyrazol]-1-yl}-2-oxoethyl)carbamate